C(C)(=O)CC(C)=O.[Zr] zirconium (acetylacetone)